tritylamide C(C1=CC=CC=C1)(C1=CC=CC=C1)(C1=CC=CC=C1)[NH-]